2-fluoro-2,4-dimethylsulfolane FC1(S(=O)(=O)CC(C1)C)C